(2S,4R)-1-(2-(3-acetyl-7-methyl-5-(2-methylpyrazolo[1,5-a]pyrimidin-6-yl)-1H-indol-1-yl)acetyl)-4-fluoro-N-((R)-3-fluoro-4-methylpent-3-en-2-yl)-pyrrolidine-2-carboxamide C(C)(=O)C1=CN(C2=C(C=C(C=C12)C=1C=NC=2N(C1)N=C(C2)C)C)CC(=O)N2[C@@H](C[C@H](C2)F)C(=O)N[C@H](C)C(=C(C)C)F